Cis-1-(3,4-dichlorophenyl)-2,3-dimethyl-3-aza-bicyclo[3.1.0]hexane ClC=1C=C(C=CC1Cl)C12C(N(CC2C1)C)C